C(C1=CC=CC=C1)OC(=O)N1C(C(C(C1)C)NS(=O)(=O)CF)CC1=C(C(=CC=C1)Br)F 2-[(3-bromo-2-fluoro-phenyl)methyl]-3-(fluoromethylsulfonylamino)-4-methyl-pyrrolidine-1-carboxylic acid benzyl ester